6-chloro-2-methyl-3-((2-(3-(6-oxo-1,6-dihydropyridazin-4-yl)propyl)-2-azaspiro[3.3]heptan-6-yl)methyl)benzonitrile ClC1=CC=C(C(=C1C#N)C)CC1CC2(CN(C2)CCCC=2C=NNC(C2)=O)C1